NO[SiH3] aminooxysilane